(S)-2-(trifluoromethyl)pyrrolidine-1-sulfonamide FC([C@H]1N(CCC1)S(=O)(=O)N)(F)F